C(C)(C)(C)C1=C(C(C=O)=C(C=C1)C(C)(C)C)O 3,6-di-tert-butyl-salicylaldehyde